(3-((benzyloxy)methyl)-4-ethyl-5-oxo-4,5-dihydro-1H-1,2,4-triazol-1-yl)-3-fluoro-8-isopropyl-5H-pyrano[4,3-b]pyridin-5-one C(C1=CC=CC=C1)OCC1=NN(C(N1CC)=O)C1=C(C=C2C(=N1)C(=COC2=O)C(C)C)F